C(#N)C1=C(C=CC(=N1)C1=C(C=C(C=C1)S(=O)(=O)NC1CC(C1)O)C)F 4-(6-cyano-5-fluoropyridin-2-yl)-N-((1r,3r)-3-hydroxycyclobutyl)-3-methylbenzenesulfonamide